5-Cyclopropyl-3-piperazin-1-yl-pyrazine-2-carbonitrile C1(CC1)C=1N=C(C(=NC1)C#N)N1CCNCC1